2-cyanoethyl ((R)-1-(4-vinylpyrimidin-2-yl)pyrrolidin-3-yl) diisopropylphosphoramidite C(C)(C)N(P(OCCC#N)O[C@H]1CN(CC1)C1=NC=CC(=N1)C=C)C(C)C